2-(2-benzyloxy-5-bromophenyl)pyridine C(C1=CC=CC=C1)OC1=C(C=C(C=C1)Br)C1=NC=CC=C1